tert-butyl 6-((6-cyano-5-(methylthio)pyridin-3-yl)amino)-5-hydroxy-5-methyl-6-oxohexanoate C(#N)C1=C(C=C(C=N1)NC(C(CCCC(=O)OC(C)(C)C)(C)O)=O)SC